C1(CC1)C1=NN(C=C1C1=CC2=C(C=N1)N=CN2C(C)C)[C@@H]2C[C@H](C2)CNC=2C=C1C(N(C(C1=CC2)=O)C2C(NC(CC2)=O)=O)=O 5-(((trans-3-(3-cyclopropyl-4-(1-isopropyl-1H-imidazo[4,5-c]pyridin-6-yl)-1H-pyrazol-1-yl)cyclobutyl)methyl)amino)-2-(2,6-dioxopiperidin-3-yl)isoindoline-1,3-dione